Indolol sulfate S(=O)(=O)(O)OC=1NC2=CC=CC=C2C1